(4-METHOXY-PHENYL)-OXO-ACETALDEHYDE COC1=CC=C(C=C1)C(C=O)=O